NC1=NC=CC=C1C1=NC=2C(=NC(=CC2)C2=NN(C=C2)C(F)F)N1C=1C=C2CC[C@@H](C2=CC1)NC(C1=CC(=C(C=C1)OCC1=CC=CC=C1)C1OCCO1)=O N-[(1S)-5-[2-(2-aminopyridin-3-yl)-5-[1-(difluoromethyl)pyrazol-3-yl]imidazo[4,5-b]pyridin-3-yl]-2,3-dihydro-1H-inden-1-yl]-4-(benzyloxy)-3-(1,3-dioxolan-2-yl)benzamide